3-(4-((trifluoromethyl)thio)phenyl)phenylsulfamide FC(SC1=CC=C(C=C1)C=1C=C(C=CC1)NS(=O)(=O)N)(F)F